(5-chloro-4-(methylamino)isoindolin-2-yl)(2,4-dihydroxy-5-methylphenyl)methanone ClC=1C(=C2CN(CC2=CC1)C(=O)C1=C(C=C(C(=C1)C)O)O)NC